ethyl 4,5,6,7-tetrahydrothieno[2,3-c]pyridine-2-carboxylate hydrochloride Cl.S1C(=CC2=C1CNCC2)C(=O)OCC